di(isocyanatomethyl)cyclohexane diisocyanate [N-]=C=O.[N-]=C=O.N(=C=O)CC1(CCCCC1)CN=C=O